CC1=NNC(=C1CC1=CC=C(C=C1)NC(=O)NCC1=CC=C(C=C1)Cl)C N-{4-[(3,5-dimethylpyrazol-4-yl)methyl]phenyl}{[(4-chlorophenyl)methyl]amino}carboxamide